(2-(1-(7-acetamidoquinazolin-4-yl)piperidin-4-yl)ethyl)phosphonic acid C(C)(=O)NC1=CC=C2C(=NC=NC2=C1)N1CCC(CC1)CCP(O)(O)=O